(2S)-2-methoxy-2-[3-(oxetan-3-yl)phenyl]-N-[5-[[(3R)-1-pyridazin-3-ylpyrrolidin-3-yl]amino]-1,3,4-thiadiazol-2-yl]acetamide CO[C@H](C(=O)NC=1SC(=NN1)N[C@H]1CN(CC1)C=1N=NC=CC1)C1=CC(=CC=C1)C1COC1